1-benzyl-3-hydroxy-4-(pyrrolidin-1-ylmethyl)pyridin-2(1H)-one C(C1=CC=CC=C1)N1C(C(=C(C=C1)CN1CCCC1)O)=O